3',6'-di-tert-butyl-N-(3-chlorophenyl)-9-phenyl-9H-[1,9'-bicarbazol]-8-amine C(C)(C)(C)C=1C=CC=2N(C3=CC=C(C=C3C2C1)C(C)(C)C)C1=CC=CC=2C3=CC=CC(=C3N(C12)C1=CC=CC=C1)NC1=CC(=CC=C1)Cl